4,5-bis(chloromethyl)-2-methylpyridin-3-ol hydrochloride salt Cl.ClCC1=C(C(=NC=C1CCl)C)O